1,2-bis(trichlorosilyl)decane Cl[Si](CC(CCCCCCCC)[Si](Cl)(Cl)Cl)(Cl)Cl